Nepsilon-Fmoc-Nalpha-Cbz-L-Lysine C(=O)(OCC1C2=CC=CC=C2C2=CC=CC=C12)NCCCC[C@H](NC(=O)OCC1=CC=CC=C1)C(=O)O